[C@H]12CC(C[C@H](CCC1)N2)N(C2=CC=C(N=N2)C2=CC1=C(C=C(O1)C(=O)N(C)C)C=C2O)C 6-(6-(((1R,3s,5S)-9-azabicyclo[3.3.1]nonan-3-yl)(methyl)amino)pyridazin-3-yl)-5-hydroxy-N,N-dimethylbenzo-furan-2-carboxamide